C(C=C)(=O)[O-].C(=O)(O)CC[Ta+4].C(C=C)(=O)[O-].C(C=C)(=O)[O-].C(C=C)(=O)[O-] carboxyethyltantalum acrylate